ClC1=NC(=CC=C1N1CCN(CC1)CC=1C=CC=2C3=C(C(NC2C1)=O)C=CS3)C(NC)=O 7-((4-(2-chloro-6-(methylcarbamoyl)pyridin-3-yl)piperazin-1-yl)methyl)thieno[3,2-c]quinolin-4(5H)-one